3-((3-bromophenyl)(oxetan-3-yl)methyl)-4-methyl-4H-1,2,4-triazole BrC=1C=C(C=CC1)C(C1=NN=CN1C)C1COC1